O=C1N(CCC(N1)=O)C=1C=C2C=CN(C2=CC1)C(=O)[O-] 5-(2,4-dioxotetrahydropyrimidin-1(2H)-yl)-1H-indole-1-carboxylate